O1C(=CC=C1)C(CC=C)O 1-(furan-2-yl)but-3-en-1-ol